FC1=C(CN2C(CNC=3C=NC=4N=C(C=CC4C32)OC)=O)C(=CC(=C1)SCC1=CC=C(C=C1)OC)F 1-(2,6-difluoro-4-((4-methoxybenzyl)thio)benzyl)-8-methoxy-3,4-dihydropyrazino[2,3-c][1,8]naphthyridine-2(1H)-one